(3R*,4R*)-4-{[5-(2,4-Difluoro-phenyl)-isoxazole-3-carbonyl]-amino}-3-methyl-piperidine-3-carboxylic Acid ((R)-1-pyridin-2-yl-ethyl)-amide N1=C(C=CC=C1)[C@@H](C)NC(=O)[C@@]1(CNCC[C@H]1NC(=O)C1=NOC(=C1)C1=C(C=C(C=C1)F)F)C |o1:11,16|